C1(CC1)[C@@H](C1=NC2=CC=CC(=C2C(N1C1=CC=CC=C1)=O)C=1C=NC(=NC1)OCC)NC1=NC=NC2=CC=C(C=C12)C#N (S)-4-((cyclopropyl(5-(2-ethoxypyrimidin-5-yl)-4-oxo-3-phenyl-3,4-dihydroquinazolin-2-yl)methyl)amino)quinazoline-6-carbonitrile